6-bromo-1-methyl-1H-imidazo[1,2-b]pyrazole BrC=1C=C2N(N1)C=CN2C